C(#N)C1(CC1)C=1C=C(C(=NC1)C(=O)O)SCC 5-(1-Cyanocyclopropyl)-3-ethylsulfanyl-pyridine-2-carboxylic acid